3-methoxystyrene COC=1C=C(C=C)C=CC1